tert-Butyl 4-[4-[3-cyano-4-[1-[2-morpholino-5-(trifluoromethyl)-3-pyridyl]ethoxy]pyrazolo[1,5-a]pyridin-6-yl]-5-methyl-triazol-1-yl]piperidine-1-carboxylate C(#N)C=1C=NN2C1C(=CC(=C2)C=2N=NN(C2C)C2CCN(CC2)C(=O)OC(C)(C)C)OC(C)C=2C(=NC=C(C2)C(F)(F)F)N2CCOCC2